C1(CCCC(=O)C(=O)C1=O)=O glutaryl diketone